CN1C(C2=C(C(=C1)C1=C(OC=3C=C(OCCOCCOCC(=O)OC(C)(C)C)C=CC3)C=CC(=C1)[N+](=O)[O-])C=CN2S(=O)(=O)C2=CC=C(C=C2)C)=O tert-butyl 2-[2-[2-[3-[2-[6-methyl-7-oxo-1-(p-tolylsulfonyl)pyrrolo[2,3-c]pyridin-4-yl]-4-nitro-phenoxy]phenoxy]ethoxy]ethoxy]acetate